(7-(3-(Dimethylamino)-4-(trifluoromethyl)phenyl)-2-azaspiro[3.5]nonan-2-yl)((1s,3s)-3-hydroxy-3-methylcyclobutyl)methanon CN(C=1C=C(C=CC1C(F)(F)F)C1CCC2(CN(C2)C(=O)C2CC(C2)(C)O)CC1)C